ClC=1C=C2C(=C3C4(NC(NC13)=O)CCCCC4)OC(=C2)C(=O)N(C)CC=2OC=CC2 5'-chloro-N-(furan-2-ylmethyl)-N-methyl-7'-oxo-7',8'-dihydro-6'H-spiro[cyclohexane-1,9'-furo[2,3-f]quinazoline]-2'-carboxamide